2-(1-(tetrahydro-2H-pyran-2-yl)-1H-pyrazol-5-yl)-N7-(pyridin-2-ylmethyl)thieno[3,2-b]pyridine-5,7-diamine O1C(CCCC1)N1N=CC=C1C1=CC2=NC(=CC(=C2S1)NCC1=NC=CC=C1)N